ClC=1C(=C2CCCNC2=CC1)N1CCCC1 6-chloro-5-(pyrrolidin-1-yl)-1,2,3,4-tetrahydroquinoline